2-(2'-Hydroxy-5'-methylacryloylphenyl)-2H-benzotriazole OC1=C(C=C(C=C1)C(C=CC)=O)N1N=C2C(=N1)C=CC=C2